COC=1C=C(C=CC1)P(C1=CC(=CC=C1)OC)C1=CC(=CC=C1)OC tri(3-methoxyphenyl)phosphine